N-tert-butyl-2-[[2-(4-ethylpyridin-2-yl)-5H,6H,7H-cyclopenta[d]pyrimidin-4-yl](methyl)amino]acetamide C(C)(C)(C)NC(CN(C)C=1C2=C(N=C(N1)C1=NC=CC(=C1)CC)CCC2)=O